3-(5-(difluoromethyl)-1,3,4-thiadiazol-2-yl)-8-(4-isobutyrylpiperazin-1-yl)-N-(3-methyloxetan-3-yl)imidazo[1,5-a]pyridine-6-sulphonamide FC(C1=NN=C(S1)C1=NC=C2N1C=C(C=C2N2CCN(CC2)C(C(C)C)=O)S(=O)(=O)NC2(COC2)C)F